C(C1=CC=CC=C1)NC1=NC(=NC=2C(CCCC12)OCC)N1C(=CC=2C(=CC=CC12)C(=O)N)C 1-(4-(benzylamino)-8-ethoxy-5,6,7,8-tetrahydroquinazolin-2-yl)-2-methyl-indole-4-carboxamide